2-((1-(5,6-diphenylpyrazin-2-yl)-4-methylpiperidin-4-yl)oxy)acetic acid C1(=CC=CC=C1)C=1N=CC(=NC1C1=CC=CC=C1)N1CCC(CC1)(C)OCC(=O)O